IC=1C=NNC(C1)=O 4-iodo-1H-pyridazin-6-one